C1(CC1)N([C@H]1CN(CC1)[C@@H](C(=O)O)C1=C(C(=CC(=C1)C(C)C)F)OC)CCCCCC1=NC=2NCCCC2C=C1 (R)-2-((R)-3-(cyclopropyl(5-(5,6,7,8-tetrahydro-1,8-naphthyridin-2-yl)pentyl)amino)pyrrolidin-1-yl)-2-(3-fluoro-5-isopropyl-2-methoxyphenyl)acetic acid